2-(4-bromobutoxy)ethoxymethylbenzene BrCCCCOCCOCC1=CC=CC=C1